dichloro-trifluoro-methanesulfonamide ClN(S(=O)(=O)C(F)(F)F)Cl